Ethyl 5-(2-cyano-4-fluoro-5-methoxyphenyl)isoxazole-3-carboxylate C(#N)C1=C(C=C(C(=C1)F)OC)C1=CC(=NO1)C(=O)OCC